4-(5-difluoromethyl-1,2,4-oxadiazol-3-yl)benzoic acid FC(C1=NC(=NO1)C1=CC=C(C(=O)O)C=C1)F